CC1(CC1)C1=NC=C(C(=N1)OC1=CC=CC=C1)C(=O)N[C@@H](C)\C=C\S(=O)(=O)C (S,E)-2-(1-methylcyclopropyl)-N-(4-(methylsulfonyl)but-3-en-2-yl)-4-phenoxypyrimidine-5-carboxamide